leucoaniline C1=CC(=CC=C1C(C2=CC=C(C=C2)N)C3=CC=C(C=C3)N)N